1,1-Difluoro-2-(2-Fluoroethoxy)ethane FC(COCCF)F